C(C)C1=C(C=C(C(=C1)O)F)C1=CC=C2C(=NNC2=C1)C1=NC2=C(N1)CN(C2)C(=O)C2=NC=C(N=C2)N2CCOCC2 (2-(6-(2-ethyl-5-fluoro-4-hydroxyphenyl)-1H-indazol-3-yl)-4,6-dihydropyrrolo[3,4-d]imidazole-5(1H)-yl)(5-morpholinopyrazin-2-yl)methanone